(1s,4s)-4-methylcyclohexane-1-amine CC1CCC(CC1)N